2,5-diethyl-1,4-divinylbenzene C(C)C1=C(C=C(C(=C1)C=C)CC)C=C